C1NCCC2=CC(=CC=C12)CCCC(=O)OC(C)(C)C tert-butyl 4-(1,2,3,4-tetrahydroisoquinolin-6-yl)butanoate